Pyrido[2,3-c]Benzazepine N1=CC=CC2=C1C=NC1=C(C2)C=CC=C1